C(C)C1=CC=C(C=C1)S(=O)(=O)NCCN1CCC(CC1)CN1N=NC(=C1)C1=C(NC2=CC=C(C=C12)F)C(=O)OCCO 2-Hydroxyethyl 3-(1-((1-(2-((4-ethylphenyl)sulfonamido)ethyl)piperidin-4-yl)methyl)-1H-1,2,3-triazol-4-yl)-5-fluoro-1H-indole-2-carboxylate